C1=CC=CC=2C3=CC=CC=C3C(C12)COC(=O)NCC(=O)NCC(=O)N[C@H](C(=O)N)CC1=CC=CC=C1 (2S)-2-{2-[2-({[(9H-fluoren-9-yl)methoxy]carbonyl}amino)acetamido]acetamido}-3-phenylpropanamide